COC(=O)C1(CCCC1)C1=CC=C(C=C1)O 1-(4-hydroxyphenyl)cyclopentanecarboxylic acid methyl ester